CONC1=CC=C(C2=CC=C(NOC)C=C2)C=C1 dimethoxy-benzidine